CC1(OC2=C(C=C1)C(=CC(=C2)OS(=O)(=O)C2=CC=C(C=C2)C)OC)C 2,2-dimethyl-5-methoxy-7-(p-methyl-benzenesulfonyloxy)-2H-benzopyran